4-{[1-(cyanoacetyl)piperidin-4-yl]methoxy}-6-(propan-2-yloxy)quinoline-7-carboxamide C(#N)CC(=O)N1CCC(CC1)COC1=CC=NC2=CC(=C(C=C12)OC(C)C)C(=O)N